3-[(6-bromo-2-pyridyl)oxy]propan-1-ol BrC1=CC=CC(=N1)OCCCO